FC1=C2C(=NC=C1F)NC=C2 4,5-difluoro-1H-pyrrolo[2,3-b]Pyridine